(R)-(5-((1-(4-fluorophenyl)ethyl)amino)pyrazin-2-yl)boronic acid FC1=CC=C(C=C1)[C@@H](C)NC=1N=CC(=NC1)B(O)O